ClC1=NC=2CC(NCC2C=C1)C(=O)[O-] 2-Chloro-5,6,7,8-tetrahydro-1,6-naphthyridine-7-carboxylate